(R)-4-(N-(4-Cyclohexylbenzyl)-1-((pentafluorophenyl)sulfonyl)pyrrolidine-2-carboxamido)-2-hydroxybenzoic acid C1(CCCCC1)C1=CC=C(CN(C(=O)[C@@H]2N(CCC2)S(=O)(=O)C2=C(C(=C(C(=C2F)F)F)F)F)C2=CC(=C(C(=O)O)C=C2)O)C=C1